BrC1=NC=C(C(=C1)C1(CCN(CC1)C(=O)OC(C)(C)C)C#N)[N+](=O)[O-] tert-butyl 4-(2-bromo-5-nitro-4-pyridyl)-4-cyano-1-piperidinecarboxylate